2-phenyl-3-(3-fluorobenzoyloxy)-4H-pyrido[1,2-a]pyrimidin-4-one C1(=CC=CC=C1)C=1N=C2N(C(C1OC(C1=CC(=CC=C1)F)=O)=O)C=CC=C2